2-hydroxy-N-((5-(2-((2-(trifluoromethyl)pyrido[2,3-d]pyrimidin-4-yl)thio)acetyl)thiophen-2-yl)methyl)acetamide OCC(=O)NCC=1SC(=CC1)C(CSC=1C2=C(N=C(N1)C(F)(F)F)N=CC=C2)=O